(R)-N-(1-(3-amino-5-(trifluoromethoxy)phenyl)ethyl)-7-methoxy-6-(2-methoxyethoxy)-2-methylquinazolin-4-amine NC=1C=C(C=C(C1)OC(F)(F)F)[C@@H](C)NC1=NC(=NC2=CC(=C(C=C12)OCCOC)OC)C